C(C)(C)(C)OC(=O)N1[C@@H](CN(C[C@@H]1C)C1=NC=C(C=N1)C(F)(F)F)C (2R,6S)-2,6-dimethyl-4-(5-(trifluoromethyl)pyrimidin-2-yl)piperazine-1-carboxylic acid tert-butyl ester